C1=C(C=CC2=CC=CC=C12)C1=NN(C2=NC=NC(=C21)N)\C=C\CC2=CC=CC=C2 3-(naphthalen-2-yl)-1-((E)-3-phenylprop-1-enyl)-1H-pyrazolo[3,4-d]pyrimidin-4-amine